2-(methylamino)propionitrile hydrochloride Cl.CNC(C#N)C